FC1=CC=CC2=C1N=C(S2)C([C@H](C[C@H]2C(NCC2)=O)NC(=S)[C@@H]2[C@H]1C([C@H]1CN2)(C)C)=O (1R,2S,5S)-2-(((S)-1-(4-fluorobenzo[d]thiazol-2-yl)-1-oxo-3-((S)-2-oxopyrrolidin-3-yl)propan-2-yl)carbamothioyl)-6,6-dimethyl-3-azabicyclo[3.1.0]hexane